N1CC(C1)C1=CN=C(C(=N1)NC1=NNC2=CC(=CC=C12)[C@@H]1C[C@@]12C(NC1=CC=C(C=C21)OC)=O)OC (1R,2S)-2-(3-{[6-(azetidin-3-yl)-3-methoxypyrazin-2-yl]amino}-1H-indazol-6-yl)-5'-methoxy-1'H-spiro[cyclopropan-1,3'-indol]-2'-one